N-(Cyclopropylmethyl)-4-(4-((1,2,3,4-tetrahydroisochinolin-7-yl)oxy)-1H-pyrrolo[2,3-b]pyridin-3-yl)pyridin-2-amin C1(CC1)CNC1=NC=CC(=C1)C1=CNC2=NC=CC(=C21)OC2=CC=C1CCNCC1=C2